BrC1=C(C=CC=2OC(OCC21)(F)F)C 5-bromo-2,2-difluoro-6-methylbenzo[d][1,3]dioxan